C(C)(C)(C)OC(=O)NCCOCCNC(=O)C1=C(C(=C(S1)C(C(CC)C1=CC=C(C=C1)F)=O)C(=O)OC)C Methyl 5-((2-(2-((tert-butoxycarbonyl) amino) ethoxy) ethyl) carbamoyl)-2-(2-(4-fluorophenyl) butyryl)-4-methylthiophene-3-carboxylate